5-[3-bromo-4-(dimethylamino)phenyl]-2,3,5,6-tetrahydro-2,2-dimethyl-benzo[a]phenanthridin-4(1H)-one BrC=1C=C(C=CC1N(C)C)C1NC=2C=CC3=C(C2C=2CC(CC(C12)=O)(C)C)C=CC=C3